N-(7-chloro-6-((S)-4-(4-hydroxy-3-methyltetrahydrofuran-3-yl)-3-methylpiperazin-1-yl)isoquinolin-3-yl)-6-oxaspiro[2.5]octane-1-carboxamide ClC1=C(C=C2C=C(N=CC2=C1)NC(=O)C1CC12CCOCC2)N2C[C@@H](N(CC2)C2(COCC2O)C)C